4-(2-azidopropan-2-yl)-6-chloro-1-cyclobutoxy-2,7-naphthyridine N(=[N+]=[N-])C(C)(C)C1=CN=C(C2=CN=C(C=C12)Cl)OC1CCC1